(4-bromo-3-pyridazin-4-yl-1H-pyrazol-5-yl)-[(3R)-3-(4-chlorophenyl)pyrrolidin-1-yl]methanone BrC=1C(=NNC1C(=O)N1C[C@H](CC1)C1=CC=C(C=C1)Cl)C1=CN=NC=C1